C(C1=CC=CC=C1)OC[C@H]1N(S(OC1)(=O)=O)C(=O)OCCCC butyl (4R)-4-[(benzyloxy)methyl]-2,2-dioxo-1,2lambda6,3-oxathiazolidine-3-carboxylate